4-[[3-[1-(2,2-difluoroethyl)-3-(trifluoromethyl)pyrazol-4-yl]imidazo[1,2-a]pyrazin-8-yl]amino]-2-ethyl-N-[2-oxo-2-(pyrrolidin-2-ylmethylamino)ethyl]benzamide formate C(=O)O.FC(CN1N=C(C(=C1)C1=CN=C2N1C=CN=C2NC2=CC(=C(C(=O)NCC(NCC1NCCC1)=O)C=C2)CC)C(F)(F)F)F